FC=1C=C(C=CC1)CN1C(CCC1=O)CC(=O)N 2-[1-[(3-fluorophenyl)methyl]-5-oxopyrrolidin-2-yl]acetamid